ClC1=NC=2CC(CCC2C(=N1)N1C[C@@H](N(CC1)C(=O)OCC1=CC=CC=C1)CC#N)N1CC(C2=CC=C(C=C12)F)(C)C benzyl (S)-4-(2-chloro-7-(6-fluoro-3,3-dimethylindolin-1-yl)-5,6,7,8-tetrahydroquinazolin-4-yl)-2-(cyanomethyl)piperazine-1-carboxylate